CC1(CC=2C(=CN=C(C2)C=2N=C(SC2)NC2=C(C=C(C=N2)N(C(OC(C)(C)C)=O)C)C(F)(F)F)O1)C Tert-butyl (6-((4-(2,2-dimethyl-2,3-dihydrofuro[2,3-c]pyridin-5-yl)thiazol-2-yl)amino)-5-(trifluoromethyl)pyridin-3-yl)(methyl)carbamate